4-isothiocyanato-N,N-dimethylaniline N(=C=S)C1=CC=C(N(C)C)C=C1